FC1=C(C=CC=C1F)C1CCN(CC1)C(CN1N=C(C2=C1CCC2)C(=O)N2C[C@H](O[C@H](C2)C)C)=O 1-[4-(2,3-difluorophenyl)piperidin-1-yl]-2-{3-[(2R,6S)-2,6-dimethylmorpholine-4-carbonyl]-5,6-dihydrocyclopenta[c]pyrazol-1(4H)-yl}ethan-1-one